C(C1=CC=CC=C1)OC(=O)C1CCC(CC1)N1N=CC=C1C(=O)OCC ethyl 1-(4-((benzyloxy)carbonyl)cyclohexyl)-1H-pyrazole-5-carboxylate